sodium bis(4-tertiary butylphenyl) phosphate P(=O)(OC1=CC=C(C=C1)C(C)(C)C)(OC1=CC=C(C=C1)C(C)(C)C)[O-].[Na+]